(Z)-2-(4-((1-acetyl-3-oxoindolin-2-ylidene)methyl)-2-methoxyphenoxy)acetamide C(C)(=O)N1\C(\C(C2=CC=CC=C12)=O)=C/C1=CC(=C(OCC(=O)N)C=C1)OC